3-((2-(((4,4-difluoro-2-methyltetrahydrofuran-2-yl)(3-methylpyridin-2-yl)methyl)amino)-3,4-dioxocyclobut-1-en-1-yl)amino)-2-hydroxy-N,N-dimethylbenzamide FC1(CC(OC1)(C)C(C1=NC=CC=C1C)NC1=C(C(C1=O)=O)NC=1C(=C(C(=O)N(C)C)C=CC1)O)F